CC1=C(C=CC(=C1)C)C1=C(C=CC=C1)C1=NC2=C(N1CC)C=CC(=C2)C(=O)O 2-(2',4'-dimethyl-[1,1'-biphenyl]-2-yl)-1-ethyl-1H-benzo[d]imidazole-5-carboxylic acid